CC(C)(C)C(C(N1N=CN=C1)CCOC1=CC=CC=C1)O α-(1,1-dimethylethyl)-β-(2-phenoxyethyl)-1H-1,2,4-triazole-1-ethanol